CC(CCCCC(CCCC)O)O undecane-2,7-diol